pyridylpiperazine HCl salt Cl.N1=C(C=CC=C1)N1CCNCC1